benzyl (7-amino-5-((2S,4S)-1-((R)-3-cyclohexyl-2-(picolinamido)propanoyl)-4-(5-(2-hydroxypropan-2-yl)-1H-1,2,3-triazol-1-yl)pyrrolidine-2-carboxamido)-6,7-dioxoheptyl)carbamate NC(C(C(CCCCNC(OCC1=CC=CC=C1)=O)NC(=O)[C@H]1N(C[C@H](C1)N1N=NC=C1C(C)(C)O)C([C@@H](CC1CCCCC1)NC(C1=NC=CC=C1)=O)=O)=O)=O